(2,3-dioleoxypropyl)-trimethylammonium C(CCCCCCC\C=C/CCCCCCCC)OC(C[N+](C)(C)C)COCCCCCCCC\C=C/CCCCCCCC